2,2,2-Trifluoroethyl 2-((3-oxo-1,3-dihydro-2H-pyrrolo[3,4-c]pyridin-2-yl)methyl)benzofuran-7-carboxylate O=C1N(CC2=C1C=NC=C2)CC=2OC1=C(C2)C=CC=C1C(=O)OCC(F)(F)F